1-[3-(2-Chloro-6-methyl-4-pyridyl)-2-(3-cyanophenyl)pyrazolo[1,5-a]pyrimidin-5-yl]-2-cyano-3-(2-hydroxy-2-methyl-propyl)guanidine ClC1=NC(=CC(=C1)C=1C(=NN2C1N=C(C=C2)NC(=NC#N)NCC(C)(C)O)C2=CC(=CC=C2)C#N)C